C(C)(=O)C1CCN(CC1)C(CN1C(C2=C(C=CC=C2C=C1)NC=1C=C2C=NN(C2=CC1)C)=O)=O 2-[2-(4-acetyl-1-piperidyl)-2-oxo-ethyl]-8-[(1-methylindazol-5-yl)amino]isoquinolin-1-one